(S)-1-amino-2-(1-(2-cyanoacetyl)piperidin-2-yl)-4-(4-(pyridin-2-ylcarbamoyl)phenyl)-1H-imidazole-5-carboxamide NN1C(=NC(=C1C(=O)N)C1=CC=C(C=C1)C(NC1=NC=CC=C1)=O)[C@H]1N(CCCC1)C(CC#N)=O